C(C)(C)(C)OC(=O)N1CCN(CC1)C=1C=NC(=CC1)C=1C=2N(C=C(C1)C=1C=NN(C1)C)N=CC2C#N 4-(6-(3-cyano-6-(1-methyl-1H-pyrazol-4-yl)pyrazolo[1,5-a]pyridin-4-yl)pyridin-3-yl)piperazine-1-carboxylic acid tert-butyl ester